(R or S)-5-(3-(3-fluoro-4-methylphenyl)pyrrolidin-3-yl)-1,2,4-thiadiazole hydrochloride Cl.FC=1C=C(C=CC1C)[C@]1(CNCC1)C1=NC=NS1 |o1:9|